[N+](=O)([O-])C=1C=NN(C1)CCOCCOCCNC(OC(C)(C)C)=O Tert-butyl N-[2-[2-[2-(4-nitropyrazol-1-yl)ethoxy]ethoxy]ethyl]carbamate